FC1=CC=C(C=C1)C=CC=CC(=O)O.FC1=C(C(=O)N)C=CC(=C1)C1=CN=C2N1C=C(C(=C2)C=2C=NN(C2)C2CCNCC2)C 2-fluoro-4-(6-methyl-7-(1-(piperidin-4-yl)-1H-pyrazol-4-yl)imidazo[1,2-a]pyridin-3-yl)benzamide 5-(4-fluorophenyl)penta-2,4-dienoate